(n-pentyl) (isononyl) isophthalate C(C1=CC(C(=O)OCCCCCCC(C)C)=CC=C1)(=O)OCCCCC